CC=1C(C2=C(CC3(CCOCC3)NCC2)C(C1C)=O)=O 7,8-dimethyl-1,2',3,3',4,5,5',6'-octahydrospiro[benzo[d]azepine-2,4'-pyran]-6,9-dione